tert-butyl 4-[(4E)-4-tert-butylsulfinylimino-5,6-dihydrocyclopenta[c]pyrazol-1-yl]piperidine-1-carboxylate C(C)(C)(C)S(=O)\N=C\1/CCC=2N(N=CC21)C2CCN(CC2)C(=O)OC(C)(C)C